(R)-7-(cyclopent-1-en-1-yl)-1-(2,6-difluoro-4-(S-methylsulfonimidoyl)benzyl)-6-methoxy-3-methyl-1,3-dihydro-2H-imidazo[4,5-c]pyridin-2-one C1(=CCCC1)C=1C2=C(C=NC1OC)N(C(N2CC2=C(C=C(C=C2F)[S@@](=O)(=N)C)F)=O)C